nonanoyloxybenzene sodium [Na].C(CCCCCCCC)(=O)OC1=CC=CC=C1